The molecule is a disaccharide phosphate that is sucrose carrying a single monophosphate substituent at position 6 on the glucose ring. It has a role as an Escherichia coli metabolite. It derives from a sucrose. It is a conjugate acid of a sucrose 6(G)-phosphate(2-). C([C@@H]1[C@H]([C@@H]([C@](O1)(CO)O[C@@H]2[C@@H]([C@H]([C@@H]([C@H](O2)COP(=O)(O)O)O)O)O)O)O)O